NC=1C(=NC=C(C1)S(=O)(=O)C1=CC(=CC=C1)OC(F)(F)F)C(=O)O 3-Amino-5-(3-trifluoromethoxy-phenylsulfonyl)-pyridine-2-carboxylic acid